(4-Aminobicyclo[2.1.1]hexan-1-yl)methanol Trifluoroacetate Salt FC(C(=O)O)(F)F.NC12CCC(C1)(C2)CO